OCC1=C(C=CC=C1)NC(\C=C\C1=CC=C2C=NN(C2=C1)C1OCCCC1)=O (2E)-N-[2-(hydroxymethyl)phenyl]-3-[1-(oxan-2-yl)indazol-6-yl]prop-2-enamide